COC([C@H](N(C1=C(C=CC=C1C)C)C(COC)=O)C)=O N-(2-methoxyacetyl)-N-(2,6-xylyl)-D-alanine methyl ester